6-cyclobutoxy-2-(1-methyl-2-oxabicyclo[2.1.1]hexan-4-yl)-N-(1-((1S,2R)-2-methylcyclopropyl)-2-oxo-1,2-dihydropyridin-3-yl)-2H-pyrazolo[3,4-b]pyridine-5-carboxamide C1(CCC1)OC=1C(=CC=2C(N1)=NN(C2)C21COC(C2)(C1)C)C(=O)NC=1C(N(C=CC1)[C@@H]1[C@@H](C1)C)=O